methacryloxyoctyl-trimethyl-ammonium chloride [Cl-].C(C(=C)C)(=O)OCCCCCCCC[N+](C)(C)C